di-tert-butyl ((methylenedisulfonylbis(azanediyl))bis(2,1-phenylene))dicarbamate C(S(=O)(=O)NC1=C(C=CC=C1)NC(OC(C)(C)C)=O)S(=O)(=O)NC1=C(C=CC=C1)NC(OC(C)(C)C)=O